N-(2-((2-((3-aminopropyl)amino)-2-oxoethyl)amino)ethyl)-2-chloro-4-((3-(1-(cyanomethyl)-3-(trifluoromethyl)-1H-pyrazol-4-yl)imidazo[1,2-a]pyrazin-8-yl)amino)benzamide NCCCNC(CNCCNC(C1=C(C=C(C=C1)NC=1C=2N(C=CN1)C(=CN2)C=2C(=NN(C2)CC#N)C(F)(F)F)Cl)=O)=O